[N-](S(=O)(=O)C(F)(F)F)S(=O)(=O)C(F)(F)F.[N-](S(=O)(=O)C(F)(F)F)S(=O)(=O)C(F)(F)F.C(C)N1CN(C=C1)C 1-ethyl-3-methylimidazol bis(trifluoromethanesulfonimide) salt